1-Oxa-1,3-dihydro-spiro[indene-2,4'-piperidine]-1'-carboxylic acid tert-butyl ester C(C)(C)(C)OC(=O)N1CCC2(CC1)OC1=CC=CC=C1C2